N1C=CC=2C1=NC(=CC2)N2CC1=C(CC2)N=C(S1)N 4,5,6,7-tetrahydro-5-(1H-pyrrolo[2,3-b]pyridin-6-yl)-thiazolo[5,4-c]pyridin-2-amine